C1(=CC(=CC(=C1)C(=O)O)C(=O)O)C1=CC(=CC(=C1)C(=O)O)C(=O)O biphenyl-3,3',5',5-tetracarboxylic acid